FC(OC1=CC=C(C=C1)C1=CN=C2N1C=CN=C2NC2=CC(=C(C(=O)O)C=C2)C(F)(F)F)F 4-((3-(4-(difluoromethoxy)phenyl)imidazo[1,2-a]pyrazin-8-yl)amino)-2-(trifluoromethyl)benzoic acid